F[C@H]1C[C@H](NC1)COC=1C=NC=CC1C1=C(C2=NC=CC=C2N1)C1=CC=CC=C1 2-(3-{[(2S,4S)-4-fluoropyrrolidin-2-yl]methoxy}pyridin-4-yl)-3-phenyl-1H-pyrrolo[3,2-b]pyridine